1,2,2,6,6-pentamethylpiperidin-4-yl stearate C(CCCCCCCCCCCCCCCCC)(=O)OC1CC(N(C(C1)(C)C)C)(C)C